Cl.FC(C1=CC=C(C=C1)C1=C2CCNCC2=CC=C1)(F)F 5-[4-(trifluoromethyl)phenyl]-1,2,3,4-tetrahydroisoquinoline HCl salt